1-(6-(difluoromethoxy)-2-methylpyridin-3-yl)-N-((5-phenyl-1,3,4-thiadiazol-2-yl)methyl)-1H-1,2,3-triazole-4-carboxamide FC(OC1=CC=C(C(=N1)C)N1N=NC(=C1)C(=O)NCC=1SC(=NN1)C1=CC=CC=C1)F